C(#N)C=C(C)NC(C(=O)OCC)C(=O)OCC Diethyl 2-((1-cyanoprop-1-en-2-yl)amino)malonate